4-(4-fluoro-phenoxy)-benzenethiol FC1=CC=C(OC2=CC=C(C=C2)S)C=C1